N-(3,4-bis(benzyloxy)phenyl)-N-(6-(methoxy-d3)pyridin-2-yl)cyclopropane-1,1-dicarboxamide C(C1=CC=CC=C1)OC=1C=C(C=CC1OCC1=CC=CC=C1)N(C(=O)C1(CC1)C(=O)N)C1=NC(=CC=C1)OC([2H])([2H])[2H]